C(C)(C)(C)OC(=O)NC1CC(CN(C1)C(=O)C1=CC2=C(N(C(=N2)C2=CC=3C(=NC=CC3)N2CC2CC2)C)C(=C1)OC)C(=O)OC Methyl 5-{[(tert-butoxy)carbonyl]amino}-1-{2-[1-(cyclopropylmethyl)-1H-pyrrolo[2,3-b]pyridin-2-yl]-7-methoxy-1-methyl-1H-1,3-benzodiazole-5-carbonyl}piperidine-3-carboxylate